ClCC(=O)NCl 2-chloroacetamido chloride